(R)-1-(7-(4-fluorobenzoyl)-8-methyl-3-(3-methyl-1,2,4-thiadiazol-5-yl)-5,6,7,8-Tetrahydroimidazo[1,5-a]pyrazin-1-yl)piperazin-2-one FC1=CC=C(C(=O)N2[C@@H](C=3N(CC2)C(=NC3N3C(CNCC3)=O)C3=NC(=NS3)C)C)C=C1